C(C(=C)C)(=O)NC(C)(C)C 2-Methacrylamido-2-methylpropan